OCCN1C(=NC2=C1C=C(C=C2)C=2C=CN1N=C(N=C(C12)OC)NC1CC(C1)(C)NC(C)=O)C N-(trans-3-((5-(1-(2-Hydroxyethyl)-2-methyl-1H-benzo[d]imidazol-6-yl)-4-methoxypyrrolo[2,1-f][1,2,4]triazin-2-yl)amino)-1-methylcyclobutyl)acetamide